oxo-2-thia-8-azaspiro[4.5]decan-8-carboxylate O=C1SCCC12CCN(CC2)C(=O)[O-]